C(#N)C=1SC=C(N1)[C@H]1N(OCC1)C(=O)C1CCN(CC1)C1=NC=CC(=N1)C(=O)N 2-[4-[(3S)-3-(2-Cyanothiazol-4-yl)isoxazolidine-2-carbonyl]-1-piperidyl]pyrimidine-4-carboxamide